((4-(2-amino-6-(o-tolyl)pyrimidin-4-yl)-1H-1,2,3-triazol-1-yl)methyl)-1-isopropylpyridin-2(1H)-one NC1=NC(=CC(=N1)C=1N=NN(C1)CC=1C(N(C=CC1)C(C)C)=O)C1=C(C=CC=C1)C